1-((S)-1-methylpyrrolidin-2-yl)-ethan-1-ol CN1[C@@H](CCC1)C(C)O